COC1=CC=C(C=C1)/C=C/C=1C=C2C(=NC1)OC(=N2)C=2C=NC=CC2 3-{6-[(E)-2-(4-Methoxyphenyl)ethenyl]-[1,3]oxazolo[5,4-b]pyridin-2-yl}pyridine